C(=O)OC(C=C)(CCC=C(C)C)C 3,7-dimethylocta-1,6-dien-3-yl formate